1-methyl-N-[2,6-difluoro-4-(2-phenylethynyl)phenyl]-pyrazole-3-sulfonamide CN1N=C(C=C1)S(=O)(=O)NC1=C(C=C(C=C1F)C#CC1=CC=CC=C1)F